menthyl-anisole C1(CC(C(CC1)C(C)C)C1=C(C=CC=C1)OC)C